1-(Endo-3-((4-((4-([1,2,4]triazolo[1,5-c]pyrimidin-7-yloxy)-3-methylphenyl)amino)-7-methoxyquinazolin-6-yl)oxy)-8-azabicyclo[3.2.1]oct-8-yl)prop-2-en-1-one N=1C=NN2C=NC(=CC21)OC2=C(C=C(C=C2)NC2=NC=NC1=CC(=C(C=C21)OC2CC1CCC(C2)N1C(C=C)=O)OC)C